2-((5-isobutyl-1-(3-(trifluoromethyl)bicyclo[1.1.1]pentan-1-yl)-1H-pyrazol-3-yl)amino)-5-(thiophen-2-yl)nicotinic acid C(C(C)C)C1=CC(=NN1C12CC(C1)(C2)C(F)(F)F)NC2=C(C(=O)O)C=C(C=N2)C=2SC=CC2